[V].[V].[Na] sodium divanadium